Cl.NCCNS(=O)(=O)C1=CC=C(C=C1)OCCCCCC N-(2'-aminoethyl)-4-hexyloxybenzene-1-sulfonylamine hydrochloride